allyl-1-[6-(1-methyl-4-piperidylamino)-2-pyridyl]-6-(3-phenyl-5-isothiazolylamino)-1,2-dihydro-3H-1,2,5,7-tetraazainden-3-one C(C=C)N1N(C2=NC(=NC=C2C1=O)NC1=CC(=NS1)C1=CC=CC=C1)C1=NC(=CC=C1)NC1CCN(CC1)C